BrC1=CC=2C3=C(C(NC3=C1)=O)C=CC2 7-bromo-1H-benzo[cd]indol-2-one